C(CC=C)C1OC1 2-(3-butenyl)oxirane